6-chloro-7-(difluoromethyl)-1-(4-fluoro-2-methylphenyl)-3-(6-methoxy-2-methylpyridin-3-yl)-2,3-dihydroquinazolin-4(1H)-one ClC=1C=C2C(N(CN(C2=CC1C(F)F)C1=C(C=C(C=C1)F)C)C=1C(=NC(=CC1)OC)C)=O